N1=CN=CC(=C1)N1CC2=C(CC1)C(=CS2)C(=O)N 6-(pyrimidin-5-yl)-4,5,6,7-tetrahydrothieno[2,3-c]pyridine-3-carboxamide